ClC=1C=CC(=C(C1)CC(=O)NC1=CC(=NC=C1)C(=O)NCC1=NC=CC=C1)O 4-[[2-(5-chloro-2-hydroxy-phenyl)acetyl]amino]-N-(2-pyridylmethyl)pyridine-2-carboxamide